(rac)-tert-butyl 4-(3-ethoxy-2-methyl-3-oxopropyl)piperidine-1-carboxylate C(C)OC([C@@H](CC1CCN(CC1)C(=O)OC(C)(C)C)C)=O |r|